1,5-bis(2-bromo-3-methoxyphenyl)-1,4-pentadien-3-one BrC1=C(C=CC=C1OC)C=CC(C=CC1=C(C(=CC=C1)OC)Br)=O